2-[[[2-butyl-1-[(4-carboxyphenyl)methyl]-1H-imidazol-5-yl]methyl]amino]benzoic acid C(CCC)C=1N(C(=CN1)CNC1=C(C(=O)O)C=CC=C1)CC1=CC=C(C=C1)C(=O)O